4-benzyl-1-((5-(4-(tert-butyl)phenyl)-1-methyl-1H-1,2,4-triazol-3-yl)methyl)piperidine C(C1=CC=CC=C1)C1CCN(CC1)CC1=NN(C(=N1)C1=CC=C(C=C1)C(C)(C)C)C